FC1=C(C(=C(C(=C1OC(=O)C1CCN(CC1)CCCCCCCCCCCCCCCCCCCC)F)F)F)F eicosanyl-piperidine-4-oic acid pentafluorophenyl ester